butyric acid calcium salt [Ca+2].C(CCC)(=O)[O-].C(CCC)(=O)[O-]